2-(2-(1,4-dimethyl-1H-1,2,3-triazol-5-yl)-4-((5-fluoropyridin-2-yl)(tetrahydro-2H-pyran-4-yl)methyl)-4H-thieno[2',3':4,5]pyrrolo[3,2-b]pyridin-6-yl)propan-2-ol CN1N=NC(=C1C1=CC2=C(C3=NC=C(C=C3N2C(C2CCOCC2)C2=NC=C(C=C2)F)C(C)(C)O)S1)C